thiadiazepine 1,1-dioxide S1(N=NC=CC=C1)(=O)=O